1,4-bis(5-phenyloxazol-2-yl)benzene C1(=CC=CC=C1)C1=CN=C(O1)C1=CC=C(C=C1)C=1OC(=CN1)C1=CC=CC=C1